(2R,3R,4S,5R,6R)-4-(4-(4-chloro-2,3-difluorophenyl)-1H-1,2,3-triazol-1-yl)-6-((5-(1-hydroxycyclobutyl)isoxazol-3-yl)methyl)-2-(hydroxymethyl)-5-methoxytetrahydro-2H-pyran-3-ol ClC1=C(C(=C(C=C1)C=1N=NN(C1)[C@H]1[C@H]([C@H](O[C@@H]([C@@H]1OC)CC1=NOC(=C1)C1(CCC1)O)CO)O)F)F